4-methylveratrole CC=1C=C(C(=CC1)OC)OC